CCC(CC=C)S(=O)(=O)[O-] hex-5-en-3-sulfonate